bis(2-hydroxyethyl)iminotris(hydroxymethyl)methane C(CO)N(CCO)C(CO)(CO)CO